1,4,4,6-tetramethyl-9-(trifluoromethyl)-4H,5H-[1,2,4]triazolo[4,3-a]quinoxaline CC1=NN=C2N1C1=C(C=CC(=C1NC2(C)C)C)C(F)(F)F